C1CCC(C1)NC(=O)C2=CC=C(C=C2)N 4-AMINO-N-CYCLOPENTYLBENZAMIDE